2,3-Dimethyl-2,3-diphenyl-butane CC(C)(C(C)(C1=CC=CC=C1)C)C1=CC=CC=C1